C(C1CO1)OCCC[Si](OC)(OC)OC gamma-(2,3-epoxypropoxy)propyltrimethoxysilane